C(=O)C=1SC2=C(C1)SC(=C2)N2SC1=C(N2)C=C(C(=C1)OCCCC(CCCCCCCC)CCCCCCCC)OCCCC(CCCCCCCC)CCCCCCCC 2-(5-formylthienothienyl)-5,6-di(4-octyldodecyloxy)benzothiadiazole